5-bromo-1-[(4-methoxyphenyl)methyl]-3-methylindazole BrC=1C=C2C(=NN(C2=CC1)CC1=CC=C(C=C1)OC)C